COC(=O)C1=NC(=CC=C1)C 6-Methyl-pyridine-2-carboxylic acid methyl ester